1-(4-((S)-4-propenoyl-2-methylpiperazin-1-yl)-8-fluoro-2-(((S)-1-methylpyrrolidin-2-yl)methoxy)quinazolin-7-yl)-8-fluoroisoquinolin-3(2H)-one C(C=C)(=O)N1C[C@@H](N(CC1)C1=NC(=NC2=C(C(=CC=C12)C=1NC(C=C2C=CC=C(C12)F)=O)F)OC[C@H]1N(CCC1)C)C